N-(4-((7-(azetidin-3-yl)-7H-pyrrolo[2,3-D]pyrimidin-4-yl)oxy)phenyl)-2-(4-(Trifluoromethyl)phenyl)acetamide N1CC(C1)N1C=CC2=C1N=CN=C2OC2=CC=C(C=C2)NC(CC2=CC=C(C=C2)C(F)(F)F)=O